COC(=O)C=1C=CC2=C(N(C(=N2)CN2CCC(CC2)OC2=NC(=CC=C2)CSC2=C(C=C(C=C2)C#N)F)CC2(CC2)CC#N)C1 2-((4-((6-((4-cyano-2-fluorophenylthio)methyl)pyridin-2-yl)oxy)piperidin-1-yl)methyl)-1-((1-(cyanomethyl)cycloPropyl)methyl)-1H-benzo[d]imidazole-6-carboxylic acid methyl ester